C(=O)C1=C(OCC2=CC=C(C(=O)OC)C=C2)C=CC=C1 methyl 4-((2-formylphenoxy) methyl)benzoate